FC=1C(=CC=2C3=C(NC(C2C1)=O)[C@@H](OC[C@H]3N(C(=O)C=3NC1=CC(=C(C=C1C3)F)F)C)OC)F N-((1S,4R)-8,9-difluoro-4-methoxy-6-oxo-1,4,5,6-tetrahydro-2H-pyrano[3,4-c]isoquinolin-1-yl)-5,6-difluoro-N-methyl-1H-indole-2-carboxamide